CC=1N=NC=C(C1[C@@H](C)OC=1C=C2C(=NNC2=CC1)C=1C=NC(=NC1)N1CC2(CN(C2)C(=O)OCC)C1)C ethyl 6-[5-[5-[(1R)-1-(3,5-dimethylpyridazin-4-yl)ethoxy]-1H-indazol-3-yl]pyrimidin-2-yl]-2,6-diazaspiro[3.3]heptane-2-carboxylate